ClC=1N=C(N2N=C(N=CC21)N[C@H]2[C@@H](CN(CC2)S(=O)(=O)C(F)(F)F)O)C(C)C (3R,4R)-4-({5-chloro-7-isopropylimidazo[4,3-f][1,2,4]triazin-2-yl}amino)-1-trifluoromethanesulfonylpiperidin-3-ol